(RS)-1-(4-Chloro-phenyl)-3-[4-(2-pyrrolidin-3-yl-ethyl)-phenyl]-urea ClC1=CC=C(C=C1)NC(=O)NC1=CC=C(C=C1)CC[C@H]1CNCC1 |r|